N-[(3R,4S)-1-(azetidin-3-yl)-3-methyl-4-piperidyl]-5-isopropoxy-6-(1H-pyrazol-4-yl)-[1,2,4]triazolo[1,5-a]pyrazin-2-amine N1CC(C1)N1C[C@H]([C@H](CC1)NC1=NN2C(C=NC(=C2OC(C)C)C=2C=NNC2)=N1)C